C(#N)C=1SC(=CC1C(=O)NC1CC1)C=1N=NN(C1)C1=C(C=C(C=C1Cl)C(C(F)(F)F)(C(F)(F)F)F)Cl 2-cyano-N-cyclopropyl-5-[1-[2,6-dichloro-4-[1,2,2,2-tetrafluoro-1-(trifluoromethyl)ethyl]phenyl]triazol-4-yl]thiophene-3-carboxamide